tri-n-butylammonium C(CCC)[NH+](CCCC)CCCC